C(C=C)OC(CO)=O α-hydroxyacetic acid allyl ester